2-tert-butyl-1H-benzoimidazole-4-carboxylic acid {1-[1-(2-fluoro-benzoyl)-piperidin-4-ylmethyl]piperidin-4-ylmethyl}amide FC1=C(C(=O)N2CCC(CC2)CN2CCC(CC2)CNC(=O)C2=CC=CC=3NC(=NC32)C(C)(C)C)C=CC=C1